7-(5-(4-((1-methylpiperidin-4-yl)amino)benzoylamino)-1H-pyrazol-3-yl)-1H-indole-3-carboxamide CN1CCC(CC1)NC1=CC=C(C(=O)NC2=CC(=NN2)C=2C=CC=C3C(=CNC23)C(=O)N)C=C1